N1=C(N=CC=C1)C=1C(=NC=CN1)C(C)NC1=NC=NC2=C(C=C(C=C12)C(F)(F)F)C(F)(F)F N-[1-(3-pyrimidin-2-ylpyrazin-2-yl)ethyl]-6,8-bis(trifluoromethyl)quinazolin-4-amine